FC(C(=O)O)(F)F.CC(CC(=O)OCC)(C)N1N=CC(=C1)C1=C2C(=NC=C1)NC=C2 Ethyl 3-methyl-3-[4-(1H-pyrrolo[2,3-b]pyridin-4-yl)-1H-pyrazol-1-yl]butanoate trifluoroacetate Salt